BrC1=CC(=NC=C1)N1CCC(CC1)O (4-bromopyridin-2-yl)piperidin-4-ol